C1=CC=CC2=CC3=CC=CC=C3C(=C12)C[SH+]CC(=O)C1=CC=CC=C1 (9-anthracenyl)methylphenacylsulfonium